C(C(C)C)N(N=[N-])CC(C)C di-iso-butyl-triazenide